(2S,4S)-4-fluoro-1-[2-[(3R)-3-[(3-fluoro-5-quinolinyl)amino]pyrrolidin-1-yl]acetyl]pyrrolidine-2-carbonitrile F[C@H]1C[C@H](N(C1)C(CN1C[C@@H](CC1)NC1=C2C=C(C=NC2=CC=C1)F)=O)C#N